OC1=CC=C(N=N1)OCNC(C=C)=O N-((6-hydroxypyridazine-3-oxy)methyl)acrylamide